ClC1=CC=C(CC2(N(CC(C2)C)[S@](=O)(=N)C2=CC=C(C=C2)C)C(=O)NC2CCC(CC2)(F)F)C=C1 (4-Chlorobenzyl)-N-(4,4-difluorocyclohexyl)-4-methyl-1-((R)-4-methylphenylsulfonimidoyl)pyrrolidine-2-carboxamide